F[C@@H]1C[C@@](N(C1)C(=O)OC(C)(C)C)(C(=O)OC)C (2R,4R)-1-tert-butyl 2-methyl 4-fluoro-2-methylpyrrolidine-1,2-dicarboxylate